Tert-butyl 4-(3-isopropoxy-5-(4,4,5,5-tetramethyl-1,3,2-dioxaborolan-2-yl)phenyl)piperazine-1-carboxylate C(C)(C)OC=1C=C(C=C(C1)B1OC(C(O1)(C)C)(C)C)N1CCN(CC1)C(=O)OC(C)(C)C